ClCC1=NSC(=N1)NC(=O)C1=CSC(=C1)C1=CC(=CC=C1)C#N N-(3-(chloromethyl)-1,2,4-thiadiazol-5-yl)-5-(3-cyanophenyl)thiophene-3-carboxamide